N1(CCNCC1)C1=NC=C(C=N1)C1=C2CNC(C2=CC=C1)=O 4-(2-(piperazin-1-yl)pyrimidin-5-yl)isoindolin-1-one